COC1=CC=C(C=C1)C1=NOC(=N1)C=1N=CC(=NC1)OC1=CC=C2C=C(N(C2=C1)C)C(=O)N1CCN(CC1)CC1=CC=C(C=C1)OCC(F)(F)F (6-((5-(3-(4-methoxyphenyl)-1,2,4-oxadiazol-5-yl)pyrazin-2-yl)oxy)1-methyl-1H-indol-2-yl)(4-(4-(2,2,2-trifluoroethoxy)benzyl)piperazin-1-yl)methanone